2-[5-(6-chloroindole-1-sulfonyl)-2-fluoro-4-methoxyphenyl]isoindole-1,3-dione ClC1=CC=C2C=CN(C2=C1)S(=O)(=O)C=1C(=CC(=C(C1)N1C(C2=CC=CC=C2C1=O)=O)F)OC